N1(CCCCC1)C1=C(C=C(C(=O)NC2=C(C=CC=C2)CC(=O)OC)C=C1)NC(=O)C1=NN2C(CCCC2)=C1 methyl 2-(2-(4-(piperidin-1-yl)-3-(4,5,6,7-tetrahydropyrazolo[1,5-a]pyridine-2-carboxamido)benzamido)phenyl)acetate